NCCCCCC1CC(N(C1)C1=CC=C(C=C1)NC=1C=2N(C=CN1)C(=CN2)C2=CC=C(C=C2)OC(F)F)=O 4-(5-aminopentyl)-1-[4-[[3-[4-(difluoromethoxy)phenyl]imidazo[1,2-a]pyrazin-8-yl]amino]phenyl]pyrrolidin-2-one